2,5-dihydroxy-1,4-benzoquinone di-potassium salt [K].[K].OC=1C(C=C(C(C1)=O)O)=O